N[C@@H]1C2=CC=CC=C2CC12CCN(CC2)C=2NC(C1=C(N2)NN=C1C(C)(C)C1=CC=CC=C1)=O (S)-6-(1-amino-1,3-dihydrospiro[indene-2,4'-piperidine]-1'-yl)-3-(2-phenylpropan-2-yl)-1,5-dihydro-4H-pyrazolo[3,4-d]pyrimidin-4-one